2-methoxyethyl (1S,5R)-8-((3-fluoro-4-(4-fluorophenoxy)phenyl)sulfonyl)-1-(hydroxycarbamoyl)-3,8-diazabicyclo[3.2.1]octane-3-carboxylate FC=1C=C(C=CC1OC1=CC=C(C=C1)F)S(=O)(=O)N1[C@@]2(CN(C[C@H]1CC2)C(=O)OCCOC)C(NO)=O